C(C)(C)(C)OC(=O)NC[C@@H](C(=O)O)NC(CCCCCCCCC=C)=O (S)-3-((tert-butoxycarbonyl)amino)-2-(undec-10-enamido)propanoic acid